C(C)(C)(C)OC(=O)C1CCC(CC1)=O 4-oxocyclohexane-1-carboxylic acid tert-butyl ester